C(C)N(C=1C=CC=2C(=NC=3NC(C(=CC3C2)[C@@H]2O[C@@H]([C@H](C2)O)CO)=O)C1)CC 8-(diethylamino)-3-((2R,4S,5R)-4-hydroxy-5-(hydroxymethyl)tetrahydrofuran-2-yl)benzo[b][1,8]naphthyridin-2(1H)-one